N=1C=NN2C1C=C(C=C2)OC2=C(C=C(C=C2)NC2=NC=NC1=CC3=C(C(=C21)F)N2CCN[C@H](CO3)C2)C (10S)-N-(4-([1,2,4]triazolo[1,5-a]pyridin-7-yloxy)-3-methylphenyl)-5-fluoro-8,9,10,11-tetrahydro-7H-6,10-methano[1,4,7]oxadiazonino[3,2-g]quinazolin-4-amine